ClC1=C(C(C(=O)[O-])=CC(=C1)Cl)O 3,5-dichlorosalicylate